(((((1R,2S,5R)-2-carbamoyl-7-oxo-1,6-diazabicyclo[3.2.1]oct-6-yl) oxy) sulfonyl) oxy)-2,2,3,3-tetramethylbutylpropionate C(N)(=O)[C@H]1N2C(N([C@H](CC1)C2)OS(=O)(=O)OC(C(=O)[O-])(C)CC(C(C)(C)C)(C)C)=O